3-chloro-5-fluoro-2-methoxyaniline ClC=1C(=C(N)C=C(C1)F)OC